N1=CC(=CC=C1)S(=O)(=O)NC=1C=C(C=CC1)N1N=NC(=C1)C1=C(C(=O)O)C=CN=C1 (1-(3-(pyridine-3-sulfonylamino)phenyl)-1H-1,2,3-triazol-4-yl)isonicotinic acid